C(C=1C(O)=CC=CC1)(=O)OC(CCCCC)(CC)CC Diethylhexyl salicylate